Methandisulfonic acid C(S(=O)(=O)O)S(=O)(=O)O